FC(S(=O)(=O)N[C@@H]1[C@@H](N(CC12CC2)C(=O)NCC2(CC2)F)CC=2C(=C(C=CC2)C2=CC(=CC(=C2)F)F)F)F (6S,7S)-7-((difluoromethyl)sulphonamido)-N-((1-fluorocyclopropyl)methyl)-6-((2,3',5'-trifluoro-[1,1'-biphenyl]-3-yl)methyl)-5-azaspiro[2.4]heptane-5-carboxamide